F[Sb-](F)(F)(F)(F)F.ClC1=C(C=CC(=C1)SCCCCCCCCCCCC)C1=CC=C(C=C1)[S+](C1=CC=C(C=C1)F)C1=CC=C(C=C1)F 4-(2-chloro-4-dodecylthiophenyl)phenylbis(4-fluorophenyl)sulfonium hexafluoroantimonate